1-(4-bromobutoxymethyl)-3-iodo-benzene BrCCCCOCC1=CC(=CC=C1)I